6,7-dichloro-5-(2,6-difluoro-3-methoxy-phenyl)-1,3-dihydro-1,4-benzodiazepin-2-one ClC1=C(C=CC2=C1C(=NCC(N2)=O)C2=C(C(=CC=C2F)OC)F)Cl